C(C)(=O)O[C@H]([C@@H](CNC(CC=1C=NC(=CC1)C1=CC=CC=C1)=O)OC(C)=O)[C@@H]1O[C@@](C[C@@H]([C@H]1NC(COC(C)=O)=O)OC(C)=O)(SC1=CC=C(C=C1)C)C(=O)OC (1R,2R)-1-((2R,3R,4S,6S)-4-acetoxy-3-(2-acetoxyacetamido)-6-(methoxycarbonyl)-6-(p-tolylthio)tetrahydro-2H-pyran-2-yl)-3-(2-(6-phenylpyridin-3-yl)acetamido)propane-1,2-diyl diacetate